C(C)C1CC(CC(C1)=O)=O 5-ethylcyclohexane-1,3-dione